(S)-5-(2,4-difluorophenoxy)-1-isobutyl-1H-indazole-6-carboxylic acid (3-dimethylamino-1-methylcarbamoylpropyl) amide CN(CC[C@@H](C(NC)=O)NC(=O)C1=C(C=C2C=NN(C2=C1)CC(C)C)OC1=C(C=C(C=C1)F)F)C